BrC=1C=C(NCCC(=O)O)C=CC1 3-(3-bromoanilino)propanoic acid